4-(4-((1R,5S)-3,8-diazabicyclo[3.2.1]octan-3-yl)-8-fluoro-2-(((2R,7aS)-2-fluorohexahydro-1H-pyrrolizin-7a-yl)methoxy)pyrido[4,3-d]pyrimidin-7-yl)-5-ethyl-6-fluoronaphthalen-2-ol [C@H]12CN(C[C@H](CC1)N2)C=2C1=C(N=C(N2)OC[C@]23CCCN3C[C@@H](C2)F)C(=C(N=C1)C1=CC(=CC2=CC=C(C(=C12)CC)F)O)F